3-[6-[[2-(1,3,3a,4,6,6a-hexahydrofuro[3,4-c]pyrrol-5-yl)-2-oxo-ethyl]amino]-1-oxo-isoindolin-2-yl]piperidine-2,6-dione C1OCC2C1CN(C2)C(CNC2=CC=C1CN(C(C1=C2)=O)C2C(NC(CC2)=O)=O)=O